(R)-N-(2-amino-1-(3-chlorophenyl)ethyl)-1-(2-((4-fluorophenyl)amino)-5-methyl-pyrimidin-4-yl)-1H-imidazole-4-carboxamide NC[C@@H](C1=CC(=CC=C1)Cl)NC(=O)C=1N=CN(C1)C1=NC(=NC=C1C)NC1=CC=C(C=C1)F